C1(=CC=CC=C1)[P+](C1=CC=C(C=C1)C)(C1=CC=CC=C1)C1=CC=CC=C1 triphenyl-(p-methylphenyl)phosphonium